tert-butyl N-[5-[[2-[(2S,5R)-2-[4-(methanesulfonamido)phenyl]-5-methyl-1-piperidyl]-2-oxo-acetyl]amino]-3-methyl-2-pyridyl]carbamate CS(=O)(=O)NC1=CC=C(C=C1)[C@H]1N(C[C@@H](CC1)C)C(C(=O)NC=1C=C(C(=NC1)NC(OC(C)(C)C)=O)C)=O